4-(6-((4-Chloro-2-fluorobenzyl)oxy)pyridin-2-yl)-3-fluorophenol ClC1=CC(=C(COC2=CC=CC(=N2)C2=C(C=C(C=C2)O)F)C=C1)F